N1(CCC1)S(=O)(=O)C1=C(OCC2N(CCCC2)C(=O)NC([2H])([2H])[2H])C=CC(=C1)CN1CC2=CC=CC=C2C1 ((2-(azetidin-1-ylsulfonyl)-4-(isoindolin-2-ylmethyl)phenoxy)methyl)-N-(methyl-d3)piperidine-1-carboxamide